3-Methyl-N-[(1S)-1-(4-methylcyclohexyl)-2-oxo-2-[(2-oxospiro[1H-pyrrolo[3,2-c]pyridine-3,4'-oxane]-6-yl)amino]ethyl]-isoxazole-4-carboxamide CC1=NOC=C1C(=O)N[C@H](C(NC1=CC2=C(C=N1)C1(CCOCC1)C(N2)=O)=O)C2CCC(CC2)C